3-(4-(aminomethyl)-1-oxo-1,2-dihydrophthalazin-6-yl)imidazo[1,2-a]pyridine-6-carbonitrile NCC1=NNC(C2=CC=C(C=C12)C1=CN=C2N1C=C(C=C2)C#N)=O